BrC=1C(=NC(=NC1)NC1=C(C=C(C=C1)N1CCC(CC1)N1CCN(CC1)C)Cl)NC1=CC2=C(CCO2)C=C1CS(=O)(=O)[NH-] N-(6-((5-bromo-2-((2-chloro-4-(4-(4-methylpiperazin-1-yl)piperidin-1-yl)phenyl)amino)pyrimidin-4-yl)amino)-2,3-dihydrobenzofuran-5-yl)methanesulfonylamide